butyl (1R,5S)-3-(4-aminophenyl)-8-azabicyclo[3.2.1]octan-8-carboxylate NC1=CC=C(C=C1)C1C[C@H]2CC[C@@H](C1)N2C(=O)OCCCC